4-(tert-butyldimethylsilyl)oxo-1-butanol [Si](C)(C)(C(C)(C)C)CCCC(O)=O